FC1(CCC(CC1)C(NC(=O)C1=NOC=C1OCC(F)F)C=1OC2=C(N1)C=C(C=C2)C(COC)N2C(NC(C2)C(F)(F)F)=O)F N-((4,4-difluorocyclohexyl)(5-(2-methoxy-1-(2-oxo-4-(trifluoromethyl)imidazolidin-1-yl)ethyl)benzo[d]oxazol-2-yl)methyl)-4-(2,2-difluoroethoxy)isoxazole-3-carboxamide